C(C)OC(=O)C=1N=C2N(C(=NC=C2Br)N(CC2=C(C=CC3=C2CCO3)F)C(=O)OC(C)(C)C)C1 8-bromo-5-((tert-butoxycarbonyl)((5-fluoro-2,3-dihydrobenzofuran-4-yl)methyl)amino)imidazo[1,2-c]Pyrimidine-2-carboxylic acid ethyl ester